C(CCC)B1O[C@H]2[C@@H]([C@H]([C@@H](O1)C2)C\C=C/CCCC(=O)NCC)\C=C\[C@H](CCC2=CC=CC=C2)O (Z)-7-((1R,5S,6R,7R)-3-butyl-7-((S,E)-3-hydroxy-5-phenylpent-1-en-1-yl)-2,4-dioxa-3-borabicyclo[3.2.1]octan-6-yl)-N-ethylhept-5-enamide